C1(CC1)C(=O)NC1=CC(=C(N=N1)C(=O)/N=C/N(C)C)C (E)-6-(cyclopropanecarboxamido)-N-((dimethylamino)methylene)-4-methylpyridazine-3-carboxamide